C(C)OC(=O)C=1NC=CC1NCCCCC 3-(pentylamino)-1H-pyrrole-2-carboxylic acid ethyl ester